ClCCOCCOCCOCC=C 3-(2-(2-(2-chloroethoxy)ethoxy)ethoxy)prop-1-ene